ClC1=CC2=C(OC3(CCCC3)OC2=O)C=C1 6-chloro-4H-spiro[benzo[d][1,3]dioxine-2,1'-cyclopentane]-4-one